N[C@H](C(=O)O[C@@H](COC=1C(=C2C(=NC=NN2C1)OC=1C(=C2C=C(NC2=CC1)C)F)C)C)C (S)-((R)-1-(4-(4-Fluoro-2-methyl-1H-indol-5-yloxy)-5-methylpyrrolo[2,1-f][1,2,4]triazin-6-yloxy) propan-2-yl) 2-aminopropanoate